6-(5,6,7,8-Tetrahydroimidazo[1,2-a]pyridin-3-carbonyl)-N-(5-(trifluoromethyl)pyridin-3-yl)-4,5,6,7-tetrahydrothieno[2,3-c]pyridin-3-carboxamid N=1C=C(N2C1CCCC2)C(=O)N2CC1=C(CC2)C(=CS1)C(=O)NC=1C=NC=C(C1)C(F)(F)F